(5-((dimethylamino)methyl)-1,3-phenylene)bis(methylene)bis(9-pentyltetradecanoate) CN(C)CC=1C=C(C=C(C1)CC(C(=O)[O-])CCCCCCC(CCCCC)CCCCC)CC(C(=O)[O-])CCCCCCC(CCCCC)CCCCC